6-benzyl-3-(((5-fluoro-1,4-dihydroquinazolin-2-yl)thio)methyl)-5,6-dihydroimidazo[2,1-b]Thiazole dihydrochloride Cl.Cl.C(C1=CC=CC=C1)C1N=C2SC=C(N2C1)CSC=1NC2=CC=CC(=C2CN1)F